(R)-N-[(3S)-1'-[4-cyano-5-(2,3-dichlorophenyl)-6-methylpyrimidin-2-yl]-1,3-dihydrospiro[indene-2,4'-piperidin]-3-yl]-2-methylpropan-2-sulfinamide C(#N)C1=NC(=NC(=C1C1=C(C(=CC=C1)Cl)Cl)C)N1CCC2(CC1)CC1=CC=CC=C1[C@H]2N[S@](=O)C(C)(C)C